5-oxo-4-(4-(trifluoromethyl)benzyl)-3-((2-(trimethylsilyl)ethoxy)methyl)-4,5,6,8-tetrahydropyrazolo[3,4-b]pyrrolo[3,4-d]pyridine-7(3H)-carboxylic acid tert-butyl ester C(C)(C)(C)OC(=O)N1CC=2C3=C(N(C(C2C1)=O)CC1=CC=C(C=C1)C(F)(F)F)N(N=C3)COCC[Si](C)(C)C